N-((S)-1-(5-(((S)-5-Chloro-2,3-dihydro-1H-inden-2-yl)amino)pyridin-2-yl)-2,2,2-trifluoroethyl)-N-methyl-2-oxopiperidine-4-carboxamide ClC=1C=C2C[C@H](CC2=CC1)NC=1C=CC(=NC1)[C@@H](C(F)(F)F)N(C(=O)C1CC(NCC1)=O)C